NC1=NN2C(C=C(C=C2)C=2C=NC(=C(C(=O)NCC3=C(C=CC=C3)OCC(F)(F)F)C2)OC)=N1 5-(2-amino-[1,2,4]triazolo[1,5-a]pyridin-7-yl)-2-methoxy-N-(2-(2,2,2-trifluoroethoxy)benzyl)nicotinamide